OC1(CC(C1)NC(C)=O)C N-(Cis-3-Hydroxy-3-Methylcyclobutyl)Acetamide